5-(4-nitro-phenyl)tetrazole [N+](=O)([O-])C1=CC=C(C=C1)C1=NN=NN1